C(C)(C)(C)OC(=O)N[C@H](C(=O)N[C@@H](C(=O)OCC)CC(C)C)CCC1=NC2=C(N1C)C=CC(=C2)[N+](=O)[O-] ethyl (2R)-2-[[(2S)-2-(tert-butoxycarbonylamino)-4-(1-methyl-5-nitro-benzimidazol-2-yl)butanoyl]amino]-4-methyl-pentanoate